FC1=C2C(CCOC2=CC(=C1)F)(O)CS(=O)(=O)NC(OC(C)(C)C)=O tert-butyl (((5,7-difluoro-4-hydroxychroman-4-yl)methyl)sulfonyl)carbamate